Tert-butyl (S)-(2-(1H-benzo[d]imidazol-2-yl)propyl)(2-(7-(((3-fluoropyridin-2-yl)methyl)amino)thiazolo[5,4-d]pyrimidin-2-yl)ethyl)carbamate N1C(=NC2=C1C=CC=C2)[C@H](CN(C(OC(C)(C)C)=O)CCC=2SC=1N=CN=C(C1N2)NCC2=NC=CC=C2F)C